ethanol ammonium stearate salt C(CCCCCCCCCCCCCCCCC)(=O)[O-].[NH4+].C(C)O